ClC=1C=C2C(=NC(=NC2=C(C1C1=CC=CC2=C1N=C(S2)N)F)OC[C@H]2N(CCC2)C)N2CC1C(CC2)CNC1 4-(6-chloro-8-fluoro-2-(((S)-1-methylpyrrolidin-2-yl)-methoxy)-4-(octahydro-5H-pyrrolo[3,4-c]pyridin-5-yl)-quinazolin-7-yl)benzo[d]-thiazol-2-amine